FC(C=1C=C(C=C(C1)C(F)(F)F)C(C1NCCC1)(O[Si](C)(C)C)C1=CC(=CC(=C1)C(F)(F)F)C(F)(F)F)(F)F 2-(bis(3,5-bis(trifluoromethyl)phenyl)-(trimethylsiloxy)methyl)pyrrolidine